C(C1CO1)OC1=CC=CC2=CC(=CC=C12)OCC1CO1 1,6-diglycidyloxynaphthalene